C1(=CC=C(C=C1)NCC1=NN2C(NC3=C(C2=O)CCC3)=N1)C 2-((p-tolylamino)methyl)-4,5,6,7-tetrahydro-8H-cyclopenta[d][1,2,4]triazolo[1,5-a]pyrimidin-8-one